2-methyl-4(1H)-pyridone CC=1NC=CC(C1)=O